2-(((6-Amino-1-methyl-2-oxo-1,2-dihydroquinolin-3-yl)oxy)methyl)morpholine-4-carboxylic acid tert-butyl ester C(C)(C)(C)OC(=O)N1CC(OCC1)COC=1C(N(C2=CC=C(C=C2C1)N)C)=O